(3S,6R)-4-benzyl-3-(2,2-dimethylpropyl)-6-hydroxy-1,4-diazepan-2-one C(C1=CC=CC=C1)N1[C@H](C(NC[C@H](C1)O)=O)CC(C)(C)C